C1(CCCC1)CN1[C@H](CCC1)CC(=O)NC=1C=C(C(=NC1)C)NC(=O)C=1C=NN2C1C=NC(=C2)C=2C=NN(C2)C (R)-N-(5-(2-(1-(cyclopentylmethyl)pyrrolidin-2-yl)acetamido)-2-methylpyridin-3-yl)-6-(1-methyl-1H-pyrazol-4-yl)pyrazolo[1,5-a]pyrazine-3-carboxamide